tributyl-(5-fluorofuran-2-yl)stannane C(CCC)[Sn](C=1OC(=CC1)F)(CCCC)CCCC